isopropyl 7-methoxy-1-methyl-2-[(5E,11R)-8,8,11-trimethyl-9-oxo-1,10-diazatricyclo[10.5.2.015,18]nonadeca-5,12(19),13,15(18),16-pentaen-17-yl]benzimidazole-5-carboxylate COC1=CC(=CC2=C1N(C(=N2)C2=CC=1C=CC=3[C@H](NC(C(C/C=C/CCCN2C1C3)(C)C)=O)C)C)C(=O)OC(C)C